FC1=C(C=CC(=C1)C(F)(F)F)S(=O)(=O)C1N(CC12CCNCC2)C(=O)C2C(NC1(CNC1)CO2)=O 7-[[2-fluoro-4-(trifluoromethyl)phenyl]sulfonyl-2,7-diazaspiro[3.5]nonane-2-carbonyl]-8-oxa-2,5-diazaspiro[3.5]nonan-6-one